7-Methoxy-5-((1-methylpyrrolidin-2-yl)methoxy)-2-(piperazin-1-yl)pyrimido[5,4-c]quinoline COC1=CC=CC=2C3=C(C(=NC12)OCC1N(CCC1)C)C=NC(=N3)N3CCNCC3